N-(3-fluoro-5-(5-(1-((2-hydroxyethyl)carbamoyl)azetidin-3-yl)-1,2,4-oxadiazol-3-yl)-2-methylphenyl)imidazo[1,2-a]pyridine-3-carboxamide FC=1C(=C(C=C(C1)C1=NOC(=N1)C1CN(C1)C(NCCO)=O)NC(=O)C1=CN=C2N1C=CC=C2)C